tetrahydrofuran-3-yl 4-(((6-(isoindolin-2-ylmethyl)-4-oxo-4H-pyran-3-yl)oxy)methyl)piperidine-1-carboxylate C1N(CC2=CC=CC=C12)CC1=CC(C(=CO1)OCC1CCN(CC1)C(=O)OC1COCC1)=O